S(=O)(=O)([O-])C1=C(C=CC=C1)C1=CC(=NC2=C3N=C(C=C(C3=CC=C12)C1=C(C=CC=C1)S(=O)(=O)[O-])C(=O)O)C(=O)O 4,7-bis(sulfonatophenyl)-1,10-phenanthroline-2,9-dicarboxylic acid